N-(3-chloro-4-(trifluoromethoxy)phenyl)-N-(2,2-dimethyl-1-(2-methyl-2H-tetrazol-5-yl)propyl)-3-(triisopropylsilyl)propiolamide ClC=1C=C(C=CC1OC(F)(F)F)N(C(C#C[Si](C(C)C)(C(C)C)C(C)C)=O)C(C(C)(C)C)C=1N=NN(N1)C